(S)-4-(3-(2-chloro-4-(trifluoromethyl)phenethyl)-3-(dimethylamino)piperidin-1-yl)-N-(2,4-dimethoxybenzyl)-2,6-difluoro-N-(pyrimidin-4-yl)benzenesulfonamide ClC1=C(CC[C@]2(CN(CCC2)C2=CC(=C(C(=C2)F)S(=O)(=O)N(C2=NC=NC=C2)CC2=C(C=C(C=C2)OC)OC)F)N(C)C)C=CC(=C1)C(F)(F)F